1-(4-(2,6-dioxopiperidin-3-yl)-3,5-difluorophenyl)azetidin-3-yl(3-chloro-5-cyanophenyl)carbamate O=C1NC(CCC1C1=C(C=C(C=C1F)N1CC(C1)N(C([O-])=O)C1=CC(=CC(=C1)C#N)Cl)F)=O